C(CCCCCC)C=1C=C2C(=CC=NC2=CC1)C1=CC=CC=C1 6-heptyl-4-phenylquinolin